ClC1=CN=C2N1C=C(C=C2C(=O)NC2=CC(=CC=C2)C2(CC(C2)CC#N)C2=NN=CN2C)CNCC2(CCC2)C 3-chloro-N-(3-((1s,3s)-3-(cyanomethyl)-1-(4-methyl-4H-1,2,4-triazol-3-yl)cyclobutyl)phenyl)-6-((((1-methylcyclobutyl)methyl)amino)methyl)imidazo[1,2-a]pyridine-8-carboxamide